[Li].C1(=CC=CC=C1)PC(C1=C(C=C(C=C1C)C)C)=O phenyl-2,4,6-trimethylbenzoylphosphine lithium